1-Benzyl-5-(2,6-dibromo-4-nitrophenoxy)pyridin-2(1H)-one C(C1=CC=CC=C1)N1C(C=CC(=C1)OC1=C(C=C(C=C1Br)[N+](=O)[O-])Br)=O